(5S,8R)-N-(4,5-dichloro-2-fluorophenyl)-1-fluoro-6,7,8,9-tetrahydro-5H-5,8-epimino-cyclohepta[c]pyridine-10-carboxamide ClC1=CC(=C(C=C1Cl)NC(=O)N1[C@H]2CC[C@@H]1CC=1C(=NC=CC12)F)F